N-methoxy-2-Nitrobenzamide CONC(C1=C(C=CC=C1)[N+](=O)[O-])=O